(6-(4-(piperidin-4-ylmethyl)piperazin-1-yl)pyridin-3-yl)piperidine-2,6-dione N1CCC(CC1)CN1CCN(CC1)C1=CC=C(C=N1)N1C(CCCC1=O)=O